C([C@@H]1[C@H]([C@@H]([C@@H](C(O1)O)O)O)O)OP(=O)([O-])[O-] The molecule is a D-hexopyranose 6-phosphate(2-) that is the dianion of D-mannopyranose 6-phosphate arising from deprotonation of the phosphate function. It has a role as a fundamental metabolite. It is a conjugate base of a D-mannopyranose 6-phosphate.